O1C2=C(NCC1)N=CC=C2 2H,3H,4H-pyrido[3,2-b][1,4]oxazine